C1(CC1)OC=1C=C(C=CC1)C1=CC(=NN1C1=C(C=CC=C1)N1N=CC=C1)COC(C(=O)O)(C)C 2-([5-(3-Cyclopropoxyphenyl)-1-[2-(1H-pyrazol-1-yl)phenyl]-1H-pyrazol-3-yl]-methoxy)-2-methylpropanoic acid